CCCC[Zr+3] 4-n-butyl-zirconium (IV)